O=C1N(CC2=CC(=CC=C12)OC1C(CCC1)N1CC(C1)C1=CC=C2C=CC=NC2=C1)C1C(NC(CC1)=O)=O 3-(1-oxo-5-((2-(3-(quinolin-7-yl)azetidin-1-yl)cyclopentyl)oxy)isoindolin-2-yl)piperidine-2,6-dione